C(=C)C1=CC=C(C=C1)C1=CC(=CC(=C1)C1=CC=C(C=C1)C=C)C1=CC=C(C=C1)C=C 1,3,5-tri(4-vinyl-phenyl)benzene